1-(3-(4-chlorophenyl)-1,2,4-oxadiazol-5-yl)-N-(((R)-1-(((R)-1-methylpiperidin-3-yl)methyl)pyrrolidin-3-yl)methyl)piperidine-4-carboxamide ClC1=CC=C(C=C1)C1=NOC(=N1)N1CCC(CC1)C(=O)NC[C@@H]1CN(CC1)C[C@H]1CN(CCC1)C